C(C)OC(=O)C=1N=NN(C1C1=CC=NC=C1)C1=CC=C(C=C1)F 1-(4-fluorophenyl)-5-(pyridin-4-yl)-1H-1,2,3-triazole-4-carboxylic acid ethyl ester